BrC=1C=CC2=C(CC3(CCN(CC3)C)O2)C1 5-bromo-1'-methyl-3H-spiro[benzofuran-2,4'-piperidine]